1-((2R,5S)-4-(7-(3-amino-5-methyl-1H-indazol-4-yl)-6-chloro-2-(1-cyclopropylpiperidin-4-ylamino)-8-fluoroquinazolin-4-yl)-2,5-dimethylpiperazin-1-yl)prop-2-en-1-one NC1=NNC2=CC=C(C(=C12)C1=C(C=C2C(=NC(=NC2=C1F)NC1CCN(CC1)C1CC1)N1C[C@H](N(C[C@@H]1C)C(C=C)=O)C)Cl)C